2,3-di-(mercaptoethylthioethyl)-1,4-dithiane SCCSCCC1SCCSC1CCSCCS